2-[5-(4,4,5,5-tetramethyl-1,3,2-dioxaborolane-2-yl)[1,1'-biphenyl]-3-yl]dibenzofuran CC1(OB(OC1(C)C)C=1C=C(C=C(C1)C1=CC=CC=C1)C1=CC2=C(OC3=C2C=CC=C3)C=C1)C